ClC1=C(C=CC2=C1C(N(S2(=O)=O)C)=O)OC=2C=C(C#N)C=C(C2)F 3-((4-chloro-2-methyl-1,1-dioxido-3-oxo-2,3-dihydrobenzo[d]isothiazol-5-yl)oxy)-5-fluorobenzonitrile